OC1=C(C=CC(=C1)O)C1(C(C(=C(C(=C1O)O)O)CC=C(C)C)C=O)CC=C(C)C 2-(2,4-dihydroxyphenyl)(2,6-bis(3-methyl-2-butenyl)-3,4,5-trihydroxyphenyl)methanone